C(C)[NH+]1CCCC1 1-ethylpyrrolidin-1-ium